potassium 3-chloro-2-morpholinopyridine ClC=1C(=NC=CC1)N1CCOCC1.[K]